3-(2,4-dichlorobenzylideneamino)-1,3-thiazolidine-2,4-dione ClC1=C(C=NN2C(SCC2=O)=O)C=CC(=C1)Cl